tert-butyl (1-(2-bromopyridin-4-yl)ethyl)carbamate BrC1=NC=CC(=C1)C(C)NC(OC(C)(C)C)=O